NC1=C(C(=O)O)C=CC(=C1F)C1CC1 2-amino-4-cyclopropyl-3-fluorobenzoic acid